CC1(N(C(CCC1)(C)C)[Mg]N1C(CCCC1(C)C)(C)C)C bis(2,2,6,6-tetramethylpiperidin-1-yl)magnesium